trans-oxetan-3-yl N-[4-(5-bromothiazol-2-yl)cyclohexyl]carbamate BrC1=CN=C(S1)[C@@H]1CC[C@H](CC1)NC(OC1COC1)=O